CN(C1=NC=2N(C(=C1)C=1C=NNC1)N=C(C2)C(=O)NC2=CC=CC=C2)[C@@H](C)C2=CC=CC=C2 (S)-5-(methyl-(1-phenylethyl)amino)-N-phenyl-7-(1H-pyrazol-4-yl)pyrazolo[1,5-a]pyrimidine-2-carboxamide